1,1'-(sulfonylbis(4,1-phenylene))bis(1H-pyrrole-2,5-dione) S(=O)(=O)(C1=CC=C(C=C1)N1C(C=CC1=O)=O)C1=CC=C(C=C1)N1C(C=CC1=O)=O